COC(=O)CCC1=CC=CC=C1 Methyl Phenylpropionate